BrC1=CC=CC2=C1C(CO2)N(C(OC(C)(C)C)=O)C(=O)OC(C)(C)C tert-butyl (4-bromo-2,3-dihydrobenzofuran-3-yl)(tert-butoxycarbonyl)carbamate